ethyl 1-((3,3-difluorocyclopentyl)methyl)-3-(1,1-difluoroethyl)-4-iodo-1H-pyrazole-5-carboxylate FC1(CC(CC1)CN1N=C(C(=C1C(=O)OCC)I)C(C)(F)F)F